deoxythymidine 5'-phosphorothioate P(O)(O)(=S)OC[C@@H]1[C@H](C[C@@H](O1)N1C(=O)NC(=O)C(C)=C1)O